FC(C(=O)O)(F)F.C1N(CC12CNC2)CCOC=2C=C1C(N(C(C1=CC2)=O)C2C(NC(CC2)=O)=O)=O 5-[2-(2,6-diazaspiro[3.3]hept-2-yl)ethoxy]-2-(2,6-dioxo-3-piperidinyl)isoindoline-1,3-dione trifluoroacetate